[N-](S(=O)(=O)C(F)(F)F)S(=O)(=O)C(F)(F)F.CC1=CC=[N+](C=C1)CCCCCCCC 4-methyl-1-octylpyridinium bis(trifluoromethanesulfonyl)imide salt